C(C1=CC=CC=C1)N1CCN(CC1)CCS(=O)(=O)N(C1=CC=CC=C1)CC1=CC=C(C=C1)C(=O)NN 2-(4-benzylpiperazin-1-yl)-N-(4-(hydrazinecarbonyl)benzyl)-N-phenylethanesulfonamide